4-Aminobenzenesulphonic acid NC1=CC=C(C=C1)S(=O)(=O)O